O1CCC(=CC1)C=1C2=C(C(=NC1)OC)N=C(S2)NC(=O)N2CCC(CC2)C(=O)N(C)C N1-[7-(3,6-dihydro-2H-pyran-4-yl)-4-methoxy-[1,3]thiazolo[4,5-c]pyridin-2-yl]-N4,N4-dimethylpiperidine-1,4-dicarboxamide